(S)-6-((1-(2-fluoro-5-methylphenyl)ethyl)amino)-3-(tetrahydro-2H-pyran-4-yl)-1,3,5-triazine-2,4(1H,3H)-dione diethylamine salt C(C)NCC.FC1=C(C=C(C=C1)C)[C@H](C)NC1=NC(N(C(N1)=O)C1CCOCC1)=O